CC=1C=C(C2=C(CCO2)C1)[N+](=O)[O-] 5-methyl-7-nitro-2,3-dihydrobenzofuran